4-bromo-3-chloro-2-fluoro-phenol BrC1=C(C(=C(C=C1)O)F)Cl